C(C)C1CCC=2C1=NC1=C(C2NC(=O)N=[S@@](=O)(N)C2=CN=C(S2)C(C)(C)O)CCC1 (S)-N'-((3-Ethyl-1,2,3,5,6,7-hexahydrodicyclopenta[b,e]pyridin-8-yl)carbamoyl)-2-(2-hydroxypropan-2-yl)thiazole-5-sulfonimidamide